N1N=CC(=C1)OC(=O)C1=CC2=C(NC(=N2)C=2NC3=CC=CC=C3C2)C(=C1)OC (1H-pyrazol-4-yl)-2-(1H-indol-2-yl)-7-methoxy-1H-benzo[d]imidazole-5-carboxylate